6-chloro-1-isopropylpyrazolo[3,4-d]pyrimidine ClC1=NC=C2C(=N1)N(N=C2)C(C)C